ClC1=CC=C(N=N1)N1C[C@H](CC1)NC1COCC1 (3S)-1-(6-chloropyridazin-3-yl)-N-(oxolan-3-yl)pyrrolidin-3-amine